2-(3-bromophenyl)-3-(tosyloxy)-2-((tosyloxy)methyl)propanoic acid BrC=1C=C(C=CC1)C(C(=O)O)(COS(=O)(=O)C1=CC=C(C)C=C1)COS(=O)(=O)C1=CC=C(C)C=C1